O1COC2=C1C=CC(=C2)NS(=O)(=O)C=2C=C(C(=O)NC1=CC3=C(N=C(S3)C)C=C1)C=CC2 3-(N-(benzo[d][1,3]dioxol-5-yl)sulfamoyl)-N-(2-methylbenzo[d]thiazol-6-yl)benzamide